IC(C(O)=O)CC iodooxapentanone